Br.Br.CN1[C@H]2CN[C@@H](C1)C2 (1R,4R)-2-methyl-2,5-diazabicyclo[2.2.1]heptane dihydrobromide